(R)-1-aminobutan-2-ol NC[C@@H](CC)O